CN(\C=C(\C=[N+](C)C)/C(F)(F)F)C (Z)-N-(3-(dimethylamino)-2-(trifluoromethyl)allylidene)-N-methylmethanaminium